2-(4-methylcyclohexyl)-2-(3-fluoro-3-isopentyl-6-methylheptyl)-1,3-diethoxypropane CC1CCC(CC1)C(COCC)(COCC)CCC(CCC(C)C)(CCC(C)C)F